CC1=CN=C2C(=N1)N(C(C(=C2)C2CCNCC2)=O)CC2=NC=CC=C2C(F)(F)F 3-methyl-7-(piperidin-4-yl)-5-((3-(trifluoromethyl)pyridin-2-yl)methyl)pyrido[2,3-b]pyrazin-6(5H)-one